N-(2-aminophenyl)-4-(3-(4-(((2-phenylcyclopropyl)amino)methyl)-1H-imidazol-1-yl)propyl)benzamide TFA salt OC(=O)C(F)(F)F.NC1=C(C=CC=C1)NC(C1=CC=C(C=C1)CCCN1C=NC(=C1)CNC1C(C1)C1=CC=CC=C1)=O